(5RS)-2-(4-Methylbenzyl)-5-(piperidin-1-ylcarbonyl)-5,6,7,8-tetrahydro[1,2,4]triazolo[4,3-a]pyridine-3(2H)-on CC1=CC=C(CN2N=C3N([C@H](CCC3)C(=O)N3CCCCC3)C2=O)C=C1 |r|